ClC=1C=CC(=C2C=C(N(C12)CCNC1=CC(=NC=N1)C1=CC(=C(C(=O)O)C=C1)OCC)C)F 4-{6-[2-(7-Chloro-4-fluoro-2-methyl-indol-1-yl)-ethylamino]-pyrimidin-4-yl}-2-ethoxybenzoic acid